O1CC(CC1)CN1CC(CCC1)C=1C=CC(=C(C1)C1=CC=CC=C1)C1=NC=CC=C1 2-(5-(1-((tetrahydrofuran-3-yl)methyl)piperidin-3-yl)-[1,1'-biphenyl]-2-yl)pyridine